ClC1=NC=C2N(C(N(C2=N1)C1CCOCC1)=O)CC#C 2-chloro-7-(prop-2-yn-1-yl)-9-(tetrahydro-2H-pyran-4-yl)-7,9-dihydro-8H-purine-8-one